C(C)(C)(C)C1=NN(C(=C1)NC(=O)NC1=C(C=C(C=C1)OC1=CC=NC=2NC(CCC12)=O)SC)C1=CC=CC=C1 1-(3-(tert-butyl)-1-phenyl-1H-pyrazol-5-yl)-3-(2-(methylthio)-4-((7-oxo-5,6,7,8-tetrahydro-1,8-naphthyridin-4-yl)oxy)phenyl)urea